2'-amino-[1,1'-binaphthalen]-2-yl trifluoromethanesulfonate FC(S(=O)(=O)OC1=C(C2=CC=CC=C2C=C1)C1=C(C=CC2=CC=CC=C12)N)(F)F